2-chloro-N-[2,6-difluoro-4-(2-phenylethynyl)phenyl]-5-methyl-benzenesulfonamide ClC1=C(C=C(C=C1)C)S(=O)(=O)NC1=C(C=C(C=C1F)C#CC1=CC=CC=C1)F